CC12COC(OC1)(OC2)C=2C(=C(N=NC2)OC)N 4-methyl-2,6,7-trioxabicyclo[2.2.2]octan-1-yl-(methoxy)pyridazin-4-amine